5-((2-chloro-4-methylbenzyl)oxy)-2,3-dihydro-1H-inden-1-one ClC1=C(COC=2C=C3CCC(C3=CC2)=O)C=CC(=C1)C